ethyl (S)-6-((2-((4-chloro-2-fluorobenzyl)oxy)-3-(trifluoromethyl)-5,8-dihydro-1,7-naphthyridin-7(6H)-yl)methyl)-7-(oxetan-2-ylmethyl)-7H-imidazo[4,5-c]pyridazine-3-carboxylate ClC1=CC(=C(COC2=NC=3CN(CCC3C=C2C(F)(F)F)CC2=NC3=C(N=NC(=C3)C(=O)OCC)N2C[C@H]2OCC2)C=C1)F